5-(3-fluoropropyl)-2-(4-(((3aR,5R,6aS)-2-((S)-2-hydroxypropanoyl)octahydro-cyclopenta[c]pyrrol-5-yl)amino)-1H-pyrrolo[2,3-b]pyridin-5-yl)-4,5-dihydro-6H-pyrrolo[3,4-d]-thiazol-6-one FCCCN1CC=2N=C(SC2C1=O)C=1C(=C2C(=NC1)NC=C2)NC2C[C@@H]1[C@@H](CN(C1)C([C@H](C)O)=O)C2